N1=CC(=C2N1C=CC=C2)C(C)=O (pyrazolo[1,5-a]pyridin-3-yl)ethanone